ClC1=C(C=CC(=C1)Cl)C1C(C2=C(SCC1)C=C(C=C2)C(=O)OC)=O methyl 4-(2,4-dichlorophenyl)-5-oxo-2,3,4,5-tetrahydrobenzo[b]thiepine-8-carboxylate